ClC=1C=C(C=C(C1)CC1=NC=CC=C1)N=C(C1=CC=CC=C1)C1=CC=CC=C1 N-(3-chloro-5-(pyridin-2-ylmethyl)phenyl)-1,1-diphenylmethanimine